5-amino-3-[2-(1-cyclopropyl-6-fluoro-1,3-benzodiazol-5-yl)ethynyl]-1-[(3S,5R)-5-(methoxymethyl)pyrrolidin-3-yl]pyrazole-4-carboxamide NC1=C(C(=NN1[C@@H]1CN[C@H](C1)COC)C#CC1=CC2=C(N(C=N2)C2CC2)C=C1F)C(=O)N